bis(2,4-pentanedione) zinc [Zn].CC(CC(C)=O)=O.CC(CC(C)=O)=O